(6-amino-2-methylpyridin-3-yl)isoindol-1-one NC1=CC=C(C(=N1)C)C1=NC(C2=CC=CC=C12)=O